2-((5-(2-(9H-carbazol-9-yl)ethyl)-1,3,4-oxadiazol-2-yl)thio)-N-(4-methyl-2-nitrophenyl)acetamide Rhodium(III) Acetat C(C)(=O)[O-].[Rh+3].C1=CC=CC=2C3=CC=CC=C3N(C12)CCC1=NN=C(O1)SCC(=O)NC1=C(C=C(C=C1)C)[N+](=O)[O-].C(C)(=O)[O-].C(C)(=O)[O-]